(S)-N-(7-((1-(Cyclopropylmethyl)-3-hydroxyazetidin-3-yl)ethynyl)-5-methyl-4-oxo-2,3,4,5-tetrahydrobenzo[b][1,4]oxazepin-3-yl)-4-phenoxypicolinamid C1(CC1)CN1CC(C1)(O)C#CC1=CC2=C(OC[C@@H](C(N2C)=O)NC(C2=NC=CC(=C2)OC2=CC=CC=C2)=O)C=C1